(E)-4-(3-chloro-5-fluoro-phenoxy)-7-iodo-N-(3-methoxypropyl)indan-1-imine ClC=1C=C(OC2=C3CC/C(/C3=C(C=C2)I)=N\CCCOC)C=C(C1)F